O1C(OCC1)C=1C(=NC=NC1N[C@H](C#C)C1=C(C(=CC=C1)C(F)(F)F)C)CC(=O)O (R)-2-(5-(1,3-dioxolan-2-yl)-6-((1-(2-methyl-3-(trifluoromethyl)-phenyl)prop-2-yn-1-yl)amino)pyrimidin-4-yl)acetic acid